CO\C=C(\C(=O)OC)/[Zn] [(Z)-2-methoxy-1-methoxycarbonyl-vinyl]zinc